1,2-bis((8-butyl-1-oxaspiro[4.5]decan-2-yl)oxy)ethane C(CCC)C1CCC2(CCC(O2)OCCOC2OC3(CC2)CCC(CC3)CCCC)CC1